methyl (S)-2-(4-bromo-2-(1,1-difluoropropyl)-6-fluorophenoxy)propanoate BrC1=CC(=C(O[C@H](C(=O)OC)C)C(=C1)F)C(CC)(F)F